6-(6-((3R,4S)-3,4-dihydroxypiperidin-1-yl)pyridin-3-yl)-4-((R)-1-(5-fluoropyridin-2-yl)eth-oxy)pyrazolo[1,5-a]pyridine-3-carbonitrile O[C@@H]1CN(CC[C@@H]1O)C1=CC=C(C=N1)C=1C=C(C=2N(C1)N=CC2C#N)O[C@H](C)C2=NC=C(C=C2)F